3-(2-propen-1-yl-sulfonyl)-1-propene C(C=C)S(=O)(=O)CC=C